(7s)-7-[6-[2-cyano-3-[[ethyl(methyl)sulfamoyl]amino]-6-fluoro-phenoxy]-4-oxo-quinazolin-3-yl]-5-oxa-2-azaspiro[3.4]octane C(#N)C1=C(OC=2C=C3C(N(C=NC3=CC2)[C@@H]2COC3(CNC3)C2)=O)C(=CC=C1NS(N(C)CC)(=O)=O)F